(R)-3-Chloro-4-(piperazin-1-yl)-N-(tetrahydrofuran-3-yl)benzamide ClC=1C=C(C(=O)N[C@H]2COCC2)C=CC1N1CCNCC1